3-(3-methylphenyl)cyclobutenone CC=1C=C(C=CC1)C1=CC(C1)=O